2,6-dihydro[1,2,4]triazolo[4,3-c]quinazoline-3,5-dione N=1NC(N2C(NC=3C=CC=CC3C21)=O)=O